BrC1=C2C(N(C3(C2=CC=C1)CC3)C)=O bromo-2'-methyl-spiro[cyclopropan-1,1'-isoindolin]-3'-one